1'-(5-((2-amino-3-chloropyridin-4-yl)thio)pyrazin-2-yl)-2,3-dihydrospiro[indene-1,4'-piperidin] NC1=NC=CC(=C1Cl)SC=1N=CC(=NC1)N1CCC2(CC1)CCC1=CC=CC=C12